2-(3-(5-(3-methoxypropoxy)pyrimidin-2-yl)phenyl)-2-methylpropanoic acid COCCCOC=1C=NC(=NC1)C=1C=C(C=CC1)C(C(=O)O)(C)C